N[C@@](C(=O)O)(CCCCB(O)O)C1CC(C1)NCCCC1=CC(=CC(=C1)F)Cl (S)-2-amino-6-borono-2-((1S,3R)-3-(3-(3-chloro-5-fluorophenyl)propylamino)cyclobutyl)hexanoic acid